OC(CNCCNCC)C N-(2-hydroxypropyl)-ethyl-ethylenediamine